FC1=CC=C(C=N1)C1=NN2C(=NC=3C=CC=CC3C2=N1)N[C@H]1C(NCCCC1)=O (3R)-3-{[2-(6-fluoropyridin-3-yl)[1,2,4]triazolo[1,5-c]quinazolin-5-yl]amino}azepan-2-one